benzophenone diisopropyl-hexenoate C(C)(C)C(=C(C(=O)O)C(C)C)CCC.C(C1=CC=CC=C1)(=O)C1=CC=CC=C1